C[C@H](C1=CC=CC2=CC=CC=C21)NCCCC3=CC(=CC=C3)C(F)(F)F The molecule is a secondary amino compound that is (1R)-1-(naphthalen-1-yl)ethanamine in which one of the hydrogens attached to the nitrogen is substituted by a 3-[3-(trifluoromethyl)phenyl]propyl group. It has a role as a calcimimetic and a P450 inhibitor. It is a member of naphthalenes, a secondary amino compound and a member of (trifluoromethyl)benzenes.